NC1=NC=2C=CC(=CC2C2=C1COC2)C(=O)N2[C@H](COCC2)C2=CC=C(C=C2)C(F)(F)F (S)-(4-amino-1,3-dihydrofuro[3,4-c]quinolin-8-yl)(3-(4-(trifluoromethyl)phenyl)morpholino)methanone